ClC=1C=2N(C=CN1)C(=CN2)C(=O)C2=CC(=NC=C2F)C2=CC(=C(C=C2)OC)F (8-chloroimidazo[1,2-a]pyrazin-3-yl)(5-fluoro-2-(3-fluoro-4-methoxyphenyl)pyridin-4-yl)methanone